2-{[1,3-dimethyl-2,4-dioxo-7-(pyrrolidin-1-yl)-1,2,3,4-tetrahydropyrido[2,3-d]pyrimidin-5-yl]amino}-N-(o-tolyl)acetamide CN1C(N(C(C2=C1N=C(C=C2NCC(=O)NC2=C(C=CC=C2)C)N2CCCC2)=O)C)=O